OC=1C(=CC(=C2C=CC=NC12)C)C(NC(CCC)=O)C1=CC(=CC=C1)N1CCN(CC1)C N-((8-hydroxy-5-methylquinolin-7-yl)(3-(4-methylpiperazin-1-yl)phenyl)methyl)butyramide